(R,E)-N-(3,5-difluorobenzylidene)-2-methyl-propane-2-sulfinamide FC=1C=C(\C=N\[S@](=O)C(C)(C)C)C=C(C1)F